C(CCCCCCCC)(=O)OC1=CC(=C2C=CC=3C(=CC(=C4C=CC1=C2C34)S(=O)(=O)[O-])S(=O)(=O)[O-])S(=O)(=O)[O-].[Na+].[Na+].[Na+] trisodium 1-nonanoyloxy-pyrene-3,6,8-trisulfonate